CC=1C(=NC=CC1)CN1C[C@@H]2[C@H](C1)CC(C2)OC2=CC=C(N=N2)C2=CC=C(C=C2)NC(C)=O N-[4-[6-[[(3aR,5s,6aS)-2-[(3-methyl-2-pyridyl)methyl]-3,3a,4,5,6,6a-hexahydro-1H-cyclopenta[c]pyrrol-5-yl]oxy]pyridazin-3-yl]phenyl]acetamide